CC(C#N)=CCCCC=C(C)C METHYL-5-PRENYL-2-PENTENENITRILE